ClC=1C=C2C(=NC1)N=C(N2)[C@H](CC)[C@H]2CC[C@H](CC2)C2=CC(NC1=CC=C(C=C21)C(F)(F)F)=O |&1:10| (±)-4-((cis)-4-(1-(6-chloro-1H-imidazo[4,5-b]pyridin-2-yl)propyl)cyclohexyl)-6-(trifluoromethyl)quinolone